C(C1=CC=CC=C1)OC1=C(C=CC=C1)C1CCC(CC1)OCC1N(CCC1)C(=O)[O-] 2-({[(1s,4s)-4-[2-(benzyloxy)phenyl]cyclohexyl]oxy}methyl)pyrrolidine-1-carboxylate